1-(((9H-fluoren-9-yl)methoxy)carbonyl)-N-(4-(2-((tert-butoxycarbonyl)amino)propanamido)benzyl)-N,N-dimethylpiperidin-4-aminium bromide [Br-].C1=CC=CC=2C3=CC=CC=C3C(C12)COC(=O)N1CCC(CC1)[N+](C)(C)CC1=CC=C(C=C1)NC(C(C)NC(=O)OC(C)(C)C)=O